(R)-N-(1-phenylethyl)-3-(pyridin-4-yl)-1-trityl-1,7-dihydroimidazo[4,5-f]indazole-6-carboxamide C1(=CC=CC=C1)[C@@H](C)NC(=O)C=1NC2=C(C=C3C(=NN(C3=C2)C(C2=CC=CC=C2)(C2=CC=CC=C2)C2=CC=CC=C2)C2=CC=NC=C2)N1